(4-methylphenyl)-quinolin CC1=CC=C(C=C1)C1=NC2=CC=CC=C2C=C1